di(2-ethylhexyl) phthalate (Bis(2-ethylhexyl) phthalate) C(C)C(CC=1C(=C(C(C(=O)O)=CC1)C(=O)O)CC(CCCC)CC)CCCC.C(C=1C(C(=O)OCC(CCCC)CC)=CC=CC1)(=O)OCC(CCCC)CC